Prop-2-yn-1-yl 2-[1-[(2,3-difluorophenyl)methyl]-5-oxopyrrolidin-2-yl]acetat FC1=C(C=CC=C1F)CN1C(CCC1=O)CC(=O)OCC#C